2,3,4,5-tetrahydro-[1,4]oxazepino[7,6-g]quinoline O1CCNCC=2C1=CC=1C=CC=NC1C2